C(C)(C)(C)OC(=O)N1CCN(CC1)C1=NC=CC(=C1)/C=C/C(=O)O (E)-3-(2-(4-(tert-butoxycarbonyl)piperazin-1-yl)pyridin-4-yl)acrylic acid